2-(1,2,3-Benzotriazol-2-yl)-4-methyl-6-[2-methyl-3-(2,2,4,6,6-pentamethyl-3,5-dioxa-2,4,6-trisilaheptan-4-yl)propyl]phenol N=1N(N=C2C1C=CC=C2)C2=C(C(=CC(=C2)C)CC(C[Si](O[Si](C)(C)C)(O[Si](C)(C)C)C)C)O